N-formyl-indoline C(=O)N1CCC2=CC=CC=C12